[(3S)-3-fluorotetrahydropyran-3-yl]methanamine F[C@]1(COCCC1)CN